1,1'-(1,2-phenylenebis(propane-3,1-diyl))bis(cyclopropane-1-carboxylic acid) C1(=C(C=CC=C1)CCCC1(CC1)C(=O)O)CCCC1(CC1)C(=O)O